7-(1-methyl-1H-pyrazol-4-yl)-5-(6-(piperazin-1-yl)pyridin-3-yl)quinolinecaproyl-hydrazine CN1N=CC(=C1)C1=CC(=C2C=CC(=NC2=C1)CCCCCC(=O)NN)C=1C=NC(=CC1)N1CCNCC1